NC1=NC=C(C(=N1)N)OC1=C(C=C(C(=C1)I)OC)C(C)(C)O 2-[2-(2,4-Diamino-pyrimidin-5-yloxy)-4-iodo-5-methoxy-phenyl]-propan-2-ol